2-(2-(cyclohept-1-en-1-yl)-5-ethyl-7-oxo-6-(piperazin-1-yl)-[1,2,4]triazolo[1,5-a]pyrimidin-4(7H)-yl)-N-(4-(pentafluoro-λ6-sulfaneyl)phenyl)acetamide C1(=CCCCCC1)C1=NN2C(N(C(=C(C2=O)N2CCNCC2)CC)CC(=O)NC2=CC=C(C=C2)S(F)(F)(F)(F)F)=N1